3-methyl-1-[(1-methylpyrazol-4-yl)methyl]-6-(5-methyl-2-thienyl)imidazo[4,5-b]pyridin-2-one CN1C(N(C=2C1=NC=C(C2)C=2SC(=CC2)C)CC=2C=NN(C2)C)=O